ClC1=NC=C(C(=C1)C1=C(C=NC(=C1)C)C(=O)NC=1SC(=NN1)OC[C@H]1[C@@H](OCC1)C)OC 2'-chloro-5'-methoxy-6-methyl-N-(5-(((2s,3s)-2-methyltetrahydrofuran-3-yl)methoxy)-1,3,4-thiadiazol-2-yl)-(4,4'-bipyridine)-3-carboxamide